BrC=1C=C(C(=C(C=NC(C(=O)O)CC2=CC=C(C=C2)O)C1)O)OC(C1=CC(=CC=C1)C)=O 2-(5-bromo-2-hydroxy-3-(3-methylbenzoyloxy)benzylideneamino)-3-(4-hydroxyphenyl)propanoic acid